OC=1C=C(/C=C/C2=NC3=CC=CC=C3C=C2)C=CC1OC (E)-2-(3-hydroxy-4-methoxystyryl)-quinoline